C1=CC=CC=2C3=CC=CC=C3C(C12)COC(=O)N[C@@H](COCC[C@H](C)O)C(=O)O N-(((9H-fluoren-9-yl)methoxy)carbonyl)-O-((S)-3-hydroxybutyl)-L-serine